C(=O)(OCC1C2=CC=CC=C2C2=CC=CC=C12)N(CC(=O)O)CC Fmoc-N-ethylglycine